ClC1=CC(=C(C=C1)O)CNC1=NC=C(C=C1)C 4-chloro-2-(((5-methylpyridin-2-yl)amino)methyl)phenol